C(C)(C)(C)OC(=O)C1CCN(CC1)C1=NC=NC(=C1)C(N)=O.OC(=O)C(F)(F)F.C(N)(=O)C1=CC(=NC=N1)N1CCC(CC1)C(=O)O 1-(6-Carbamoylpyrimidin-4-yl)piperidine-4-carboxylic acid TFA salt Tert-butyl-1-(6-carbamoylpyrimidin-4-yl)piperidine-4-carboxylate